2-(tert-butoxycarbonylamino)-2-[(4S)-6-fluorochroman-4-yl]acetic acid C(C)(C)(C)OC(=O)NC(C(=O)O)[C@H]1CCOC2=CC=C(C=C12)F